N-(4-(Difluoromethoxy)pyridin-2-yl)-5-methyl-2-(1-methyl-1H-imidazol-2-yl)-6-(1-methyl-1H-pyrazol-3-yl)pyrrolo[2,1-f][1,2,4]triazin-4-amine FC(OC1=CC(=NC=C1)NC1=NC(=NN2C1=C(C(=C2)C2=NN(C=C2)C)C)C=2N(C=CN2)C)F